C(C=C)O[C@H]1C[C@H](NC1)C(=O)OC methyl (2S,4S)-4-allyloxypyrrolidine-2-carboxylate